CC=1N=CC(=NC1)CC(=O)NC1=NNC(=C1)[C@@H]1C[C@@H](CC1)N(C([O-])=O)C1(CC1)CC (1R,3S)-3-(3-{[(5-methylpyrazin-2-yl)acetyl]amino}-1H-pyrazol-5-yl)cyclopentyl(1-ethylcyclopropyl)carbamate